ClC=1C=CC(=C(C1)N1CC(N(CC1=O)C(C(=O)NC1=CC(=C(C(=O)N)C=C1)F)CC1=CC=C(C=C1)F)=O)N1N=NC(=C1)Cl 4-(2-(4-(5-chloro-2-(4-chloro-1H-1,2,3-triazol-1-yl)phenyl)-2,5-dioxopiperazin-1-yl)-3-(4-fluorophenyl)propanamido)-2-fluorobenzamide